FC=1C=C2C=CN=C(C2=CC1)N(C(C1=CC=C(C=C1)C=1N=NN(C1)C)=O)[C@H]1CNCCC1 (R)-N-(6-fluoroisoquinolin-1-yl)-4-(1-methyl-1H-1,2,3-triazol-4-yl)-N-(piperidin-3-yl)benzamide